2-benzyl-N-(3-(methylsulfonamido)phenyl)benzamide C(C1=CC=CC=C1)C1=C(C(=O)NC2=CC(=CC=C2)NS(=O)(=O)C)C=CC=C1